C1(CC1)C(=O)N1C2(CC2)CN(CC1)C(=O)C=1C=NC2=CC=C(C=C2C1N1CCC(CC1)(C#N)C)F 1-(3-(4-(Cyclopropanecarbonyl)-4,7-diazaspiro[2.5]octane-7-carbonyl)-6-fluoroquinolin-4-yl)-4-methylpiperidine-4-carbonitrile